1-[2-(3-fluoroazetidin-1-yl)-2-oxo-ethyl]-6-(2-fluoro-3-methyl-phenyl)-3-methyl-imidazo[4,5-b]pyridin-2-one FC1CN(C1)C(CN1C(N(C2=NC=C(C=C21)C2=C(C(=CC=C2)C)F)C)=O)=O